2-((2-(hydroxymethyl)thiophen-3-yl)methyl)-6-(phenylsulfonyl)phthalazin-1(2H)-one OCC=1SC=CC1CN1C(C2=CC=C(C=C2C=N1)S(=O)(=O)C1=CC=CC=C1)=O